triphenyltetraphenylphosphonium borate B([O-])([O-])[O-].C1(=CC=CC=C1)C1=C(C(=C(C=C1)[P+](C1=CC=CC=C1)(C1=CC=CC=C1)C1=CC=CC=C1)C1=CC=CC=C1)C1=CC=CC=C1.C1(=CC=CC=C1)C1=C(C(=C(C=C1)[P+](C1=CC=CC=C1)(C1=CC=CC=C1)C1=CC=CC=C1)C1=CC=CC=C1)C1=CC=CC=C1.C1(=CC=CC=C1)C1=C(C(=C(C=C1)[P+](C1=CC=CC=C1)(C1=CC=CC=C1)C1=CC=CC=C1)C1=CC=CC=C1)C1=CC=CC=C1